2-(3-fluoro-5-methoxyphenyl)acetonitrile FC=1C=C(C=C(C1)OC)CC#N